CN(C=1C=C(C=CC1)C1=CCCCN1C(=O)OC(C)(C)C)C tert-Butyl 6-[3-(dimethylamino)phenyl]-3,4-dihydro-2H-pyridine-1-carboxylate